N=1C(N(C=CC1)[2H])[2H] pyrimidin-2,3-d